N-((S)-2-((6-(3,5-dimethylisoxazol-4-yl)pyridin-3-yl)amino)-1-((1r,4S)-4-methylcyclohexyl)-2-oxoethyl)-1-isopropyl-1H-pyrazole-5-carboxamide CC1=NOC(=C1C1=CC=C(C=N1)NC([C@H](C1CCC(CC1)C)NC(=O)C1=CC=NN1C(C)C)=O)C